CC1CN(C(=CC1)C=1C=CC2=CN(N=C2C1)C)C(=O)OC(C)(C)C tert-butyl 3-methyl-6-(2-methylindazol-6-yl)-3,4-dihydro-2H-pyridine-1-carboxylate